(2S,3R,4S,5S,6R)-2-(3-bromo-4-chlorophenyl)-6-(hydroxymethyl)-2-methoxytetrahydro-2H-pyran-3,4,5-triol BrC=1C=C(C=CC1Cl)[C@@]1(O[C@@H]([C@H]([C@@H]([C@H]1O)O)O)CO)OC